[N+](=O)([O-])C=1C=CC=C2C(=CN(C12)S(=O)(=O)C1=CC=C(C=C1)C)B1OC(C(O1)(C)C)(C)C 7-nitro-3-(4,4,5,5-tetramethyl-1,3,2-dioxaborolan-2-yl)-1-(4-methylbenzenesulfonyl)-1H-indole